O=C1NC(CCC1C1=NN(C2=CC(=CC=C12)N1CCC(CC1)CC(=O)OC(C)(C)C)C)=O tert-butyl 2-(1-(3-(2,6-dioxopiperidin-3-yl)-1-methyl-1H-indazol-6-yl)piperidin-4-yl)acetate